tert-butyl (3-(2-((6-morpholinopyridin-3-yl)amino)-7-oxo-6-phenylpyrido[2,3-d]pyrimidin-8(7H)-yl)phenyl)carbamate O1CCN(CC1)C1=CC=C(C=N1)NC=1N=CC2=C(N1)N(C(C(=C2)C2=CC=CC=C2)=O)C=2C=C(C=CC2)NC(OC(C)(C)C)=O